C(C1=CC=CC=C1)(C1=CC=CC=C1)=NC=1C=C(C=C2C=C(N=CC12)NC(=O)[C@H]1[C@@H](C1)C#N)C=1C=NC=CC1C |r| (±)-trans-N-[8-(benzhydrylideneamino)-6-(4-methyl-3-pyridyl)-3-isoquinolyl]-2-cyano-cyclopropanecarboxamide